S1C=CC2OC=C3C(=C21)SC=C3 dithieno[3,2-b:2',3'-d]pyran